3-(3-(2-ethylbutoxy)propoxy)propan-1-ol C(C)C(COCCCOCCCO)CC